ClC1=C2C=C(C=NC2=NC(=C1)C1=CC2=CN(N=C2C=C1OCOC)C)N1C[C@H](N([C@@H](C1)C)C(=O)OC(C)(C)C)C tert-butyl (2R,6R)-4-{5-chloro-7-[6-(methoxymethoxy)-2-methylindazol-5-yl]-1,8-naphthyridin-3-yl}-2,6-dimethylpiperazine-1-carboxylate